O=C1CN(CCN1)C1=CC(NN=C1)=O 5-(3-oxopiperazin-1-yl)-2,3-dihydropyridazin-3-one